C1(=CC=CC=C1)C1=CC(=CN1)S(=O)(=O)NC1=NC=CC(=C1)C(F)(F)F 5-phenyl-N-[4-(trifluoromethyl)-2-pyridyl]-1H-pyrrole-3-sulfonamide